C(C)(C)N1N=C(C=C1C1[C@H]2CC(C[C@@H]12)N1[C@@H](COCC1)C)C=1C=NC=C(C1)C(F)(F)F (R)-4-((1R,3S,5S,6R)-6-(1-isopropyl-3-(5-(trifluoromethyl)pyridin-3-yl)-1H-pyrazol-5-yl)bicyclo[3.1.0]hexane-3-yl)-3-methylmorpholine